methyl 1-((5-(2-chloro-3'-((2-(difluoromethyl)-7-vinylpyrido[3,2-d]pyrimidin-4-yl)amino)-2'-methyl-[1,1'-biphenyl]-3-yl)-3-methoxypyrazin-2-yl)methyl)piperidine-4-carboxylate ClC1=C(C=CC=C1C=1N=C(C(=NC1)CN1CCC(CC1)C(=O)OC)OC)C1=C(C(=CC=C1)NC=1C2=C(N=C(N1)C(F)F)C=C(C=N2)C=C)C